C1(CC1)N1C(=O)N(C=2N=C(NC2C1=O)C=1C=NC(=CC1)NCCCN1C(CCC1)=O)CCC 1-cyclopropyl-8-(6-((3-(2-oxo-1-pyrrolidinyl)propyl)amino)-3-pyridinyl)-3-propylxanthine